5-fluoro-2-methyl-4-(4-methylpiperidin-1-yl)aniline FC=1C(=CC(=C(N)C1)C)N1CCC(CC1)C